C(OC1=C2C(OC(C2=CC=C1)=O)=O)OC1=C2C(OC(C2=CC=C1)=O)=O methylenebis(oxy)bis(isobenzofuran-1,3-dione)